CC=1C(=NC=C(C1)[N+](=O)[O-])C1=NOC(=N1)CCCC(=O)OCC Ethyl 4-[3-(3-methyl-5-nitropyridin-2-yl)-1,2,4-oxadiazol-5-yl]butanoate